C(C)C=1C(=NN(C1C(=O)O)CC(F)(F)F)C.C(CCCCCCCCCCCCC)N(CC(=O)O)CC(N)N N-myristyl-diaminoethyl-glycine ethyl-3-methyl-1-(2,2,2-trifluoroethyl)-1H-pyrazole-5-carboxylate